N-(3-chloro-4-fluorophenyl)-7-(1-methyl-1H-pyrazol-4-yl)-5-((2-(pyrimidin-2-yl)propan-2-yl)oxy)quinazolin-4-amine ClC=1C=C(C=CC1F)NC1=NC=NC2=CC(=CC(=C12)OC(C)(C)C1=NC=CC=N1)C=1C=NN(C1)C